ethyl 2-(4-(((allyloxy)carbonyl)amino)phenyl)thiazole-4-carboxylate C(C=C)OC(=O)NC1=CC=C(C=C1)C=1SC=C(N1)C(=O)OCC